5-methyl-8-(pyrrolidin-1-yl)-4-thioxo-2,3,4,5-tetrahydropyrido[4,3-b][1,4]thiazepine CN1C2=C(SCCC1=S)C=C(N=C2)N2CCCC2